3-cyclobutyl-1-(2-{[4-(4-methylpiperazin-1-yl)phenyl]amino}-5-[2-(triisopropylsilyl)ethynyl]pyrido[2,3-d]pyrimidin-7-yl)urea C1(CCC1)NC(NC=1C=C(C2=C(N=C(N=C2)NC2=CC=C(C=C2)N2CCN(CC2)C)N1)C#C[Si](C(C)C)(C(C)C)C(C)C)=O